C(C=C)OC(OCC=C)(OCC=C)[PH2]=O triallyloxymethyl-phosphine oxide